ClC1=C(C=C(C=C1)C1(CC1)C(=O)NC=1C=CC(=C(C(=O)O)C1)C=1C=NN(C1)C1CCC1)F 5-({[1-(4-Chloro-3-fluorophenyl)cyclopropyl]carbonyl}amino)-2-(1-cyclobutyl-1H-pyrazol-4-yl)benzoic acid